3-(Carboxymethoxy)-4-[(E)-3-(4-octoxyphenyl)prop-2-enoyl]benzoic acid C(=O)(O)COC=1C=C(C(=O)O)C=CC1C(\C=C\C1=CC=C(C=C1)OCCCCCCCC)=O